NC=1C(=NC(=CC1)C=1SC=CC1)NC(=O)N1CC=2N=C(N=CC2C1)C N-(3-amino-6-(thiophen-2-yl)pyridin-2-yl)-2-methyl-5,7-dihydro-6H-pyrrolo[3,4-d]pyrimidine-6-carboxamide